octene glycolate C(CO)(=O)O.C=CCCCCCC